(R)-(6,7-dichloro-1-methyl-1,3,4,5-tetrahydro-2H-pyrido[4,3-b]indol-2-yl)(5-(methylamino)-1H-imidazol-2-yl)methanone ClC1=C(C=CC=2C3=C(NC12)CCN([C@@H]3C)C(=O)C=3NC(=CN3)NC)Cl